OC=1SC2=C(SC1O)C(=O)OC2=O 5,6-dihydroxy-1,4-dithiine-2,3-dicarboxylic anhydride